manganese copper zinc lead [Pb].[Zn].[Cu].[Mn]